C(C1=CC=CC=C1)N1C(C(NCCC1)C1=CC=C(C(=O)OC)C=C1)=O methyl 4-(4-benzyl-3-oxo-1,4-diazepan-2-yl)benzoate